FC1=C(C=C(CN2C3(CN(C3)C(=O)N)C(N(CC2=O)C2CCC(CC2)C)=O)C=C1)C 5-(4-fluoro-3-methylbenzyl)-8-((1r,4r)-4-methylcyclohexyl)-6,9-dioxo-2,5,8-triazaspiro[3.5]nonane-2-carboxamide